3-methyl-4-nitro-N-(4-nitro-2-methyl-phenyl)-benzamide CC=1C=C(C(=O)NC2=C(C=C(C=C2)[N+](=O)[O-])C)C=CC1[N+](=O)[O-]